(3S)-3-amino-2-hydroxy-4-[(3S)-2-oxopyrrolidin-3-yl]butanamide N[C@H](C(C(=O)N)O)C[C@H]1C(NCC1)=O